CC1=C(C=NC=C1)C#CC1=CNC2=NC=C(C=C21)C=2C=C1CCOCC1=C(C2)[C@H]2NCCC2 (S)-3-((4-methylpyridin-3-yl)ethynyl)-5-(8-(pyrrolidin-2-yl)isochroman-6-yl)-1H-pyrrolo[2,3-b]pyridine